3-(allyloxy)propan-2-ol C(C=C)OCC(C)O